6-(2-ethoxycarbonyl-2-oxoethyl)-5-nitro-8-fluoroquinoline-2,4-dicarboxylic acid diethyl ester C(C)OC(=O)C1=NC2=C(C=C(C(=C2C(=C1)C(=O)OCC)[N+](=O)[O-])CC(=O)C(=O)OCC)F